C1(=CC=CC=C1)CCCC1=NOC(=N1)[C@H]1N(CC2(CC2)C1)S(=O)(=O)N1CCCCC1 (S)-3-(3-phenylpropyl)-5-(5-(piperidin-1-ylsulfonyl)-5-azaspiro[2.4]heptan-6-yl)-1,2,4-oxadiazole